O=C1CC2(C1)CN(C2)C2=CC=C(S2)C=O 5-(2-oxo-6-azaspiro[3.3]heptan-6-yl)thiophene-2-carbaldehyde